FC1(CN(C1)C([C@@H](C)N1C(=NC2=C1C=CC=C2F)C2C(CC[C@@H](C2)CC2=C(N(N=C2)C)C(=O)N)(F)F)=O)F (S)-{5-{[(1R)-2-(3,3-Difluoroazetidin-1-yl)-1-methyl-2-oxoethyl]-4-fluoro-1H-benzimidazol-2-yl}(4,4-difluorocyclohexyl)methyl}-2-methylpyrazole-3-carboxamide